tert-Butyl-((3R,5R)-1-(2-(1-(cyclopropylmethyl)-1H-pyrrolo[2,3-b]pyridin-2-yl)-4-methoxy-3-methylbenzofuran-6-carbonyl)-5-fluoropiperidin-3-yl)carbamate C(C)(C)(C)OC(N[C@H]1CN(C[C@@H](C1)F)C(=O)C1=CC2=C(C(=C(O2)C2=CC=3C(=NC=CC3)N2CC2CC2)C)C(=C1)OC)=O